Cl.N=1C=C(N2C1COCC2)C(=O)O 5,6-dihydro-8H-imidazo[2,1-c][1,4]oxazine-3-carboxylic acid hydrochloride